COC(=O)C1(CCCC1)C1=CC(=CC=C1)O 1-(3-hydroxyphenyl)cyclopentanecarboxylic acid methyl ester